tert-Butyl (1-cyanocyclopropyl)(methyl)carbamate C(#N)C1(CC1)N(C(OC(C)(C)C)=O)C